(R)-3-(2-((R)-1-hydroxyethyl)-6-(benzenesulfonyl)imidazo[4,5-d]pyrrolo[2,3-b]pyridin-1(6H)-yl)pyrrolidin-1-ylpropionitrile O[C@H](C)C1=NC=2C(=C3C(=NC2)N(C=C3)S(=O)(=O)C3=CC=CC=C3)N1C1CN(CC1)[C@@H](C#N)C